2-hydroxy-4-[[[[(4-methylphenyl)sulfonyl]oxy]acetyl]amino]-benzoic acid OC1=C(C(=O)O)C=CC(=C1)NC(COS(=O)(=O)C1=CC=C(C=C1)C)=O